C(C)(=O)N1CCC(CC1)CN1C(N(C(C=2N(C(=NC12)C1=C(C=CC=C1)Cl)C1=CC=C(C=C1)Cl)=O)C[C@H](CO)O)=O (R)-3-[(1-acetylpiperidin-4-yl)methyl]-8-(2-chlorophenyl)-7-(4-chlorophenyl)-1-[(2R)-2,3-dihydroxypropyl]purine-2,6-dione